ethyl (1R,2R)-2-(2',6'-difluoro[1,1'-biphenyl]-2-yl)cyclopropane-1-carboxylate FC1=C(C(=CC=C1)F)C1=C(C=CC=C1)[C@H]1[C@@H](C1)C(=O)OCC